C(SCN1C(C=2C(C1=O)=CC=CC2)=O)([S-])=S phthalimidomethyl trithiocarbonate